2-(((s)-3-((2-((4-Chloro-2-fluorophenoxy)methyl)pyrimidin-4-yl)oxy)pyrrolidin-1-yl)methyl)-1-(((S)-oxetan-2-yl)methyl)-1H-benzo[d]imidazole-6-carboxylic acid ClC1=CC(=C(OCC2=NC=CC(=N2)O[C@@H]2CN(CC2)CC2=NC3=C(N2C[C@H]2OCC2)C=C(C=C3)C(=O)O)C=C1)F